C(#N)C1=CC(=C(C(=C1)C(C)C)NC(=O)NS(=O)(=O)C1=CC=C(C=C1)C(C)(C)O)C(C)C N-(4-cyano-2,6-diisopropylphenylcarbamoyl)-4-(2-hydroxypropan-2-yl)benzenesulfonamide